ClC1=NC=C(C(=N1)C1=CNC2=CC(=CC=C12)S(=O)(=O)C)C(F)(F)F 3-(2-chloro-5-(trifluoromethyl)pyrimidin-4-yl)-6-(methylsulfonyl)-1H-indole